COC1=C(C(=CC(=C1)OC)OC)CS (2,4,6-trimethoxyphenyl)methanethiol